O=C1NC(CCC1N1C(C2=CC=CC(=C2C1=O)OCCCCCCC(=O)O)=O)=O 7-((2-(2,6-dioxopiperidin-3-yl)-1,3-dioxoisoindolin-4-yl)oxy)heptanoic acid